6-(1-(2-Fluoro-6-methylphenyl)piperidin-4-yl)-2-methyl-8-((3-methylpyrazin-2-yl)methyl)pyrido[2,3-d]pyrimidin-7(8H)-one FC1=C(C(=CC=C1)C)N1CCC(CC1)C1=CC2=C(N=C(N=C2)C)N(C1=O)CC1=NC=CN=C1C